BrC1=CC=C(C=2NC=3CCC4(CC4)CC3C12)C(=O)N 4-bromospiro[5,7,8,9-tetrahydrocarbazole-6,1'-cyclopropane]-1-carboxamide